N-(4-chlorophenyl)acetamide ClC1=CC=C(C=C1)NC(C)=O